CC1=NC=C(C(=O)NCCN2CC3C(C2)COC3)C=C1NC1=NN(C=3C=2N(N=CC31)C=C(C2)C=2C=NN(C2)C)C 6-methyl-5-((1-methyl-8-(1-methyl-1H-pyrazol-4-yl)-1H-pyrazolo[3,4-d]pyrrolo[1,2-b]pyridazin-3-yl)amino)-N-(2-(tetrahydro-1H-furo[3,4-c]pyrrol-5(3H)-yl)ethyl)nicotinamide